Naphthalene-7(5H)-carboxylic acid C1=CC=CC=2CCC(=CC12)C(=O)O